COC(CC1(C(=NN(C1=O)C)C1=CC=C(C=C1)S(=O)(=O)C)N(O)C(=O)OC(C)(C)C)=O 2-(4-{[(tert-butoxy)carbonyl](hydroxy)amino}-3-(4-methanesulfonylphenyl)-1-methyl-5-oxo-4,5-dihydro-1H-pyrazol-4-yl)acetic acid methyl ester